rac-methyl (2R,4R,5R)-2-(4-bromophenyl)-5-hydroxy-6-methoxy-10-oxo-3-phenyl-2,3,4,5-tetrahydro-2,5-methanooxepino[2,3-c]pyridine-4-carboxylate BrC1=CC=C(C=C1)[C@@]12[C@H]([C@H]([C@@](C=3C(=CN=CC3OC)O1)(C2=O)O)C(=O)OC)C2=CC=CC=C2 |&1:8|